C1=CC=CC=2C3=CC=CC=C3C(=CC12)C1=CC=C(C=C1)C1=CC=CC=C1 4-(9-phenanthryl)[1,1'-biphenyl]